1-(4-(5-(4-isopropoxy-3-(trifluoromethyl)phenyl)-4,5-dihydroisoxazol-3-yl)benzyl)azetidine-3-carboxylic acid methyl ester COC(=O)C1CN(C1)CC1=CC=C(C=C1)C1=NOC(C1)C1=CC(=C(C=C1)OC(C)C)C(F)(F)F